C(C)(C)(C)OC(=O)N(C(OC(C)(C)C)=O)CC=1C(N(N=CC1Cl)C(C(=O)NC1=CC(=C(C=C1)CC)S(NCCC1=NC=CC=C1)(=O)=O)C)=O tert-butyl N-tert-butoxycarbonyl-N-[[5-chloro-2-[2-[4-ethyl-3-[2-(2-pyridyl)ethylsulfamoyl]anilino]-1-methyl-2-oxo-ethyl]-3-oxo-pyridazin-4-yl]methyl]carbamate